O1C(CCCC1)OCCCCCCCN1[C@@H](CCC1)CO [(2S)-1-(7-tetrahydropyran-2-yloxyheptyl)pyrrolidin-2-yl]methanol